6-[(3S)-3-(cyanomethyl)-4-prop-2-enoyl-piperazin-1-yl]-N-(3-hydroxy-1-naphthyl)-2-(1-methylindazol-6-yl)pyrimidine-4-carboxamide C(#N)C[C@H]1CN(CCN1C(C=C)=O)C1=CC(=NC(=N1)C1=CC=C2C=NN(C2=C1)C)C(=O)NC1=CC(=CC2=CC=CC=C12)O